3-(6-cyclopropylpyridin-2-yl)-3-methoxy-5,5-dimethyl-6-oxocyclohex-1-ene-1-carbonitrile C1(CC1)C1=CC=CC(=N1)C1(C=C(C(C(C1)(C)C)=O)C#N)OC